3'-(thiophen-3-yl)-2H,4H-spiro[benzo[b][1,4]oxazine-3,1'-indene]-2'-carboxylic acid S1C=C(C=C1)C1=C(C2(C3=CC=CC=C13)NC1=C(OC2)C=CC=C1)C(=O)O